BrC=1C=C2CC(CC2=CC1Br)=NO 5,6-dibromo-1,3-dihydro-2H-inden-2-one oxime